N-[(3R)-1-Ethyl-3-piperidyl]-6-(5-methyl-1H-indol-6-yl)pyridazin-3-amine C(C)N1C[C@@H](CCC1)NC=1N=NC(=CC1)C1=C(C=C2C=CNC2=C1)C